N-(5-cyclopropyl-1,3-thiazol-2-yl)-2-[1-(4-fluorophenyl)-1H-pyrazol-3-yl]acetamide C1(CC1)C1=CN=C(S1)NC(CC1=NN(C=C1)C1=CC=C(C=C1)F)=O